C(CCCCCCCCCCC)S(=O)(=O)C(C)CC(CCCC)=O 2-(Dodecylsulfonyl)octan-4-one